3-tert-butyl-5-{3-[4-(5-methoxy-benzimidazol-1-yl)-phenyl]-ureido}-pyridine C(C)(C)(C)C=1C=NC=C(C1)NC(=O)NC1=CC=C(C=C1)N1C=NC2=C1C=CC(=C2)OC